NC[C@@H]([C@H](C1=CC=C(C=C1)C)C1=CC=C(C=C1)F)O (1R,2R)-3-amino-1-(4-fluorophenyl)-1-(p-tolyl)propan-2-ol